N[C@H](C(=O)O)CCCCN.ClC=1C(=CC2=C(N(C(O2)=O)CCC(=O)O)C1)O[C@H](C)C1=NC=CC=C1 (R)-3-(5-chloro-2-oxo-6-(1-(pyridin-2-yl)ethoxy)benzo[d]oxazol-3(2H)-yl)propanoic acid compound with (S)-2,6-diaminohexanoic acid